CC1=C(C(=CC=C1)C)N1C(C2=C(N(S1(=O)=O)C)C=CC(=C2)C(=O)OC)=O Methyl 3-(2,6-dimethylphenyl)-1-methyl-4-oxo-3,4-dihydro-1H-benzo[c][1,2,6]thiadiazine-6-carboxylate 2,2-dioxide